ClC1=CC=C(C=C1)C(=O)C1=CC=C(C=C1)CC (4-chlorophenyl)(4-ethylphenyl)methanone